OC1=C(C(=CC=C1)OCOC)C(C)=O 1-(2-hydroxy-6-(methoxymethoxy)phenyl)ethan-1-one